N-{[5-chloro-6-(5-methoxy-2-pyrazinyl)-2-indolyl]methyl}1-cyanocyclobutanecarboxamide ClC=1C=C2C=C(NC2=CC1C1=NC=C(N=C1)OC)CNC(=O)C1(CCC1)C#N